N1(CCOCC1)CCNC(=O)C=1SC(=CC1)C1=NC(=C(N=C1)N)OCC1=C(C(=CC=C1F)F)Cl 5-[5-amino-6-(2-chloro-3,6-difluoro-benzyloxy)-pyrazin-2-yl]-thiophene-2-carboxylic acid (2-morpholin-4-yl-ethyl)-amide